FC(C1=CC=C(C=C1)N1N=C(N=C1)NC=1N=CC(=NC1)C#N)(F)F 5-((1-(4-(trifluoromethyl)phenyl)-1H-1,2,4-triazol-3-yl)amino)pyrazine-2-carbonitrile